C(C)(C)(C)OC(=O)N1[C@H]([C@H](CCC1)N)CC1=CC(=CC=C1)I.OCC=1C=C(C=CC1)NC1C(NC(CC1)=O)=O 3-((3-(hydroxymethyl)phenyl)amino)piperidine-2,6-dione Tert-Butyl-cis-3-amino-2-(3-iodobenzyl)piperidine-1-carboxylate